C(C)(C)(C)OC(=O)N1N=C(C2=CC=C(C=C12)[C@@H]1C[C@@]12C(N(C1=CC=C(C=C21)OC)C(=O)OC(C)(C)C)=O)NC=2N(N=CC2OC)C Tert-butyl (1R,2S)-2-[1-(tert-butoxycarbonyl)-3-[(4-methoxy-2-methylpyrazol-3-yl)amino]indazol-6-yl]-5'-methoxy-2'-oxospiro[cyclopropane-1,3'-indole]-1'-carboxylate